(S)-1-methylpyrrolidine-2-carbaldehyde CN1[C@@H](CCC1)C=O